C(C)(C)(C)OC(=O)N[C@H]1C=CC[C@@H]2N(C1=O)[C@@H](CC2)C(=O)O (3S,6S,9aR)-6-((tert-butoxycarbonyl)amino)-5-oxo-2,3,5,6,9,9a-hexahydro-1H-pyrrolo[1,2-a]azepine-3-carboxylic acid